ethylenediamine dihydride copper [Cu+2].[H-].[H-].C(CN)N